Dichloro-1-(4,4,5,5-tetramethyl-1,3,2-dioxaborolan-2-yl)ethan-1-amine hydrochloride Cl.ClCC(N)(B1OC(C(O1)(C)C)(C)C)Cl